(R)-3-AMINO-BUTANOIC ACID HYDROCHLORIDE SALT Cl.N[C@@H](CC(=O)O)C